N-(3-methoxybenzyl)-N-(3-(4-methylpiperazin-1-yl)benzyl)-4-((4-methylpiperazin-1-yl)methyl)aniline COC=1C=C(CN(C2=CC=C(C=C2)CN2CCN(CC2)C)CC2=CC(=CC=C2)N2CCN(CC2)C)C=CC1